OCC=1C(=C(C=C(C1)C=O)C=O)O 3-hydroxymethyl-2-hydroxybenzene-1,5-dicarboxaldehyde